tripropyleneglycol dipivalate C(C(C)(C)C)(=O)OC(C)COC(C)COC(C)COC(C(C)(C)C)=O